CO[C@H](C(=O)O)C (S)-2-methoxypropanoic acid